COC1=NC=CC(=C1)C=1C(=C2CCCC2=CC1)NC(=O)N=[S@](=O)(N)C=1C=NN2C1OC(C2)(C)C (R)-N'-((5-(2-methoxypyridin-4-yl)-2,3-dihydro-1H-inden-4-yl)carbamoyl)-2,2-dimethyl-2,3-dihydropyrazolo[5,1-b]oxazole-7-sulfonimidamide